N1CC(C1)OC=1C=CC(=C(C(=O)OC)C1)NS(=O)(=O)C=1C=NN(C1)C1=CC=C(C=C1)F methyl 5-(azetidin-3-yloxy)-2-(1-(4-fluorophenyl)-1H-pyrazole-4-sulfonamido)benzoate